P(=O)([O-])([O-])[O-].[Fe+3].[Na].[V] vanadium sodium ferric phosphate